4-[1-[1-(2,6-dioxopiperidin-3-yl)-3-methyl-2-oxo-1,3-benzodiazol-5-yl]piperidin-4-yl]butanoic acid O=C1NC(CCC1N1C(N(C2=C1C=CC(=C2)N2CCC(CC2)CCCC(=O)O)C)=O)=O